5-((2S,6R)-2-(((S)-3-aminopyrrolidin-1-yl)methyl)-6-methylmorpholino)quinoline-8-carbonitrile N[C@@H]1CN(CC1)C[C@@H]1O[C@@H](CN(C1)C1=C2C=CC=NC2=C(C=C1)C#N)C